FC(C=1C=C(C=CC1F)C=1C=C2C(=NC1)C=NN2CC=2C(=NC=CC2)OC)F 6-[3-(Difluoromethyl)-4-fluoro-phenyl]-1-[(2-methoxy-3-pyridyl)methyl]pyrazolo[4,3-b]pyridine